5-((2-amino-9-((2R,3R,5S)-3-hydroxy-5-(hydroxymethyl)tetrahydrofuran-2-yl)-6,8-dioxo-1,6,8,9-tetrahydro-7H-purin-7-yl)methyl)thiophene-2-carboxylic acid NC=1NC(C=2N(C(N(C2N1)[C@@H]1O[C@@H](C[C@H]1O)CO)=O)CC1=CC=C(S1)C(=O)O)=O